Cl.CC1=C(C=CC=C1C)C1=C(C=C2C(=N1)C(=NN2)C=2C=CC(=NC2)N2C[C@H]1N(CC2)C[C@@H](C1)O)OC (7R,8aS)-2-(5-(5-(2,3-dimethylphenyl)-6-methoxy-1H-pyrazolo[4,3-b]pyridin-3-yl)pyridin-2-yl)octahydropyrrolo[1,2-a]pyrazin-7-ol hydrochloride